[3-(1,3-benzothiazol-2-ylamino)-4-methyl-6,7-dihydro-5H-pyrido[2,3-c]pyridazin-8-yl]-5-[3-[2-fluoro-4-(3-piperazin-1-ylprop-1-ynyl)phenoxy]propyl]thiazole-4-carboxylic acid S1C(=NC2=C1C=CC=C2)NC2=C(C1=C(N=N2)N(CCC1)C=1SC(=C(N1)C(=O)O)CCCOC1=C(C=C(C=C1)C#CCN1CCNCC1)F)C